Cl.CNC1COC(C2=CC(=CC=C12)C(F)(F)F)C N,1-dimethyl-7-(trifluoromethyl)isochroman-4-amine hydrochloride